N-(6-(cyclopentylmethoxy)benzo[d]thiazol-2-yl)-4-(((1S,2S)-2-(dimethyl-amino)cyclohexyl)-amino)-2-fluorobenzenesulfonamide C1(CCCC1)COC1=CC2=C(N=C(S2)NS(=O)(=O)C2=C(C=C(C=C2)N[C@@H]2[C@H](CCCC2)N(C)C)F)C=C1